2-(((5-cyclopropoxy-6-methylpyridin-2-yl)amino)(3,4-difluorophenyl)methyl)-1H-imidazole-4-sulfonamide C1(CC1)OC=1C=CC(=NC1C)NC(C=1NC=C(N1)S(=O)(=O)N)C1=CC(=C(C=C1)F)F